(2R,5S)-3-(4-aminophenethyl)-2-(1-(4-bromophenyl)-3-(1H-pyrrole-3-yl)-1H-pyrazol-4-yl)-5-methyloxazolidin-4-one NC1=CC=C(CCN2[C@H](O[C@H](C2=O)C)C=2C(=NN(C2)C2=CC=C(C=C2)Br)C2=CNC=C2)C=C1